COC=1C=C(C=CC1)C1=NN2C(=NC=3C=CC=CC3C2=N1)N[C@@H]1C(NCCC1)=O (3S)-3-{[2-(3-methoxyphenyl)[1,2,4]triazolo[1,5-c]quinazolin-5-yl]amino}piperidin-2-one